2-(4-bromo-3-methoxyphenyl)-7,8-dihydropyrido[4,3-d]pyrimidine BrC1=C(C=C(C=C1)C=1N=CC2=C(N1)CCN=C2)OC